3,5-dibromo-6-(trifluoromethyl)pyrazin-2-amine BrC=1C(=NC(=C(N1)Br)C(F)(F)F)N